FC1=CC=C(C=N1)C=1C(=CC2=CN(N=C2C1)CCN(C)C)[N+](=O)[O-] 2-(6-(6-fluoropyridine-3-yl)-5-nitro-2H-indazol-2-yl)-N,N-dimethylethan-1-amine